NCCC1=C(C=CC=C1)[Pd+] [2-(2-aminoethyl)phenyl]palladium(ii)